C1(=CC=CC=C1)CCOC(C(C)(C)C)=O 2,2-dimethyl-propionic acid 2-phenylethyl ester